(S)-2-methylserine methyl ester p-toluenesulfonate CC1=CC=C(C=C1)S(=O)(=O)O.COC([C@@](N)(CO)C)=O